C(C)(C)(C)OC(=O)NCCOCCOCCOCCN(CC(=O)O)CC(=O)OCC 1-{[(tert-butoxy)carbonyl]amino}-12-(2-ethoxy-2-oxoethyl)-3,6,9-trioxa-12-azatetradecan-14-oic acid